C(C)OC(=O)C=1C(N(C=CC1)C=1C=NC=CC1)=O 2-oxo-2H-[1,3'-bipyridine]-3-carboxylic acid ethyl ester